(1,4-oxathian-3-yl)methanamine O1CC(SCC1)CN